O=C1NCCC1(C(=O)NN)C=C 2-oxo-3-vinylpyrrolidine-3-carbohydrazide